C(#N)C1=C(C=CC=C1C1=CCCCC1)NC(=O)C=1SC=2CNCCC2N1 N-(2-Cyano-3-cyclohex-1-en-1-ylphenyl)-4,5,6,7-tetrahydro[1,3]thiazolo[5,4-c]pyridin-2-carboxamid